(2R,3S)-2-(3-(5-chloro-7-(1-methyl-1H-pyrazol-4-yl)-1H-benzo[d]imidazol-1-yl)propyl)piperidin-3-ol ClC1=CC2=C(N(C=N2)CCC[C@H]2NCCC[C@@H]2O)C(=C1)C=1C=NN(C1)C